BrCC([C@H](C[C@H]1C(NCC1)=O)NC(OC(C)(C)C)=O)=O tert-butyl ((S)-4-bromo-3-oxo-1-((S)-2-oxopyrrolidin-3-yl)butan-2-yl)carbamate